OCC1=C(C#N)C=C(C=C1)Br 2-(Hydroxymethyl)-5-bromobenzonitrile